[1,3-bis(2,6-diisopropylphenyl)imidazolidin-2-ylidene](3-chloropyridyl)palladium (II) dichloride C(C)(C)C1=C(C(=CC=C1)C(C)C)N1C(N(CC1)C1=C(C=CC=C1C(C)C)C(C)C)=[Pd-3](C1=NC=CC=C1Cl)(Cl)Cl